3-(fluoromethyl)azetidine tosylate S(=O)(=O)(O)C1=CC=C(C)C=C1.FCC1CNC1